[6-(Cyclopropylamino)-2-fluoropyridin-3-yl]-N-[(3S)-2-oxo-5-phenyl-1,3-dihydro-1,4-benzodiazepine-3-Yl]pyrazolo[1,5-a]pyrimidine-3-carboxamide C1(CC1)NC1=CC=C(C(=N1)F)C1=NN2C(N=CC=C2)=C1C(=O)N[C@@H]1C(NC2=C(C(=N1)C1=CC=CC=C1)C=CC=C2)=O